(9H-fluoren-9-yl)methyl bis(3-aminopropyl)carbamate NCCCN(C(OCC1C2=CC=CC=C2C=2C=CC=CC12)=O)CCCN